CC(C)(C1=CC=CC=C1)C1=CC=C(C=N1)NC=1C=NC(=CC1)C(C)(C1=CC=CC=C1)C 6-(1-methyl-1-phenylethyl)-N-[6-(1-methyl-1-phenylethyl)-3-pyridinyl]-3-Pyridinamine